4-[(1ξ)-1-aminoethyl]-2-[6-(5-methyl-4-propyl-4H-1,2,4-triazol-3-yl)pyridin-2-yl]-6-[(2R)-2-methylpyrrolidin-1-yl]-2,3-dihydro-1H-pyrrolo[3,4-c]pyridin-1-one NC(C)C1=NC(=CC2=C1CN(C2=O)C2=NC(=CC=C2)C2=NN=C(N2CCC)C)N2[C@@H](CCC2)C